5-(2-(4-((2-(3,9-diazaspiro[5.5]undecan-3-yl)pyrimidin-4-yl)methoxy)phenyl)propane-2-yl)-3-chloro-2-(2-chloroethoxy)benzonitrile C1CN(CCC12CCNCC2)C2=NC=CC(=N2)COC2=CC=C(C=C2)C(C)(C)C=2C=C(C(=C(C#N)C2)OCCCl)Cl